O=C1NC(CCC1N1C(C2=CC=CC(=C2C1)SC=CC(=O)NC1=CC(=CC=C1)C1=CC=2[C@H]3[C@@H]([C@@H](NC2C=C1)CO)CCN3S(=O)(=O)C3=CC=C(C)C=C3)=O)=O 3-((2-(2,6-dioxopiperidin-3-yl)-1-oxoisoindolin-4-yl)thio)-N-(3-((3aR,4R,9bR)-4-(hydroxymethyl)-1-tosyl-2,3,3a,4,5,9b-hexahydro-1H-pyrrolo[3,2-c]quinolin-8-yl)phenyl)propenamide